FC(C=1C(=C(C=CC1)[C@@H](C)NC(=O)C1=CNC(C=C1NC1[C@@H]2CN(C[C@H]12)C)=O)F)F N-((R)-1-(3-(difluoromethyl)-2-fluorophenyl)ethyl)-4-(((1R,5S,6s)-3-methyl-3-azabicyclo[3.1.0]hexan-6-yl)amino)-6-oxo-1,6-dihydropyridine-3-carboxamide